N[C@H](C(=O)OC)CC1=C2C=CC=NC2=C(C=C1)C=1C(N(C2=CC=CC=C2C1)C)=O methyl (S)-2-amino-3-(1-methyl-2-oxo-1,2-dihydro-[3,8'-biquinolin]-5'-yl)-propionate